tris(2-methyl-2-phenylpropyl)stannum p-chlorobenzoate ClC1=CC=C(C(=O)[O-])C=C1.CC(C[Sn+](CC(C)(C)C1=CC=CC=C1)CC(C)(C)C1=CC=CC=C1)(C)C1=CC=CC=C1